FC1=CC(=C(C=N1)NC(CC(=O)OCC)=O)C ethyl 3-((6-fluoro-4-methylpyridin-3-yl)amino)-3-oxopropanoate